(cis)-N1-(4-chlorophthalazin-1-yl)-N4,N4-Dimethylcyclohexane-1,4-diamine ClC1=NN=C(C2=CC=CC=C12)N[C@@H]1CC[C@@H](CC1)N(C)C